F[C@H]1C[C@@H](CNC1)NC=1N=CC2=C(N1)N(C(C(=C2)C=2C=CC(=NC2)NS(=O)(=O)CC2=NN(C=C2)C)=O)C(C)C N-(5-(2-(((3S,5S)-5-fluoropiperidin-3-yl)amino)-8-isopropyl-7-oxo-7,8-dihydropyrido[2,3-d]pyrimidin-6-yl)pyridin-2-yl)-1-(1-methyl-1H-pyrazol-3-yl)methanesulfonamide